BrC1=CC=C(C2=C1C(CCS2)O)Cl 5-bromo-8-chloro-3,4-dihydro-2H-1-benzothiin-4-ol